C1=CC=CC=2C3=CC=CC=C3C(C12)COC(=O)NC(C(=O)O)CS(=O)(=O)O ((((9H-fluoren-9-yl)methoxy)carbonyl)amino)-3-sulfopropionic acid